(R)-4-(hydroxymethyl)-1-((R)-1-phenylethyl)pyrrolidin-2-one OC[C@@H]1CC(N(C1)[C@H](C)C1=CC=CC=C1)=O